undecanyl-dimethyl-ethylbenzyl-ammonium chloride [Cl-].C(CCCCCCCCCC)C(C1=CC=CC=C1)[N+](CC)(C)C